C1(=CC=CC=C1)S(=O)(=O)O.NC[C@H](C1=CC(=CC=C1)Cl)NC(=O)C=1N=CN(C1)C1=NC(=NC=C1C)NC1CC(C1)(F)F (S)-N-(2-amino-1-(3-chlorophenyl)ethyl)-1-(2-((3,3-difluorocyclobutyl)amino)-5-methyl-pyrimidin-4-yl)-1H-imidazole-4-carboxamide benzenesulfonic acid salt